NC1=C2C(=NC=N1)N(N=C2C2=CC=C(C=C2)OC2=CC=CC=C2)C2CCN(CC2)C2C(CN(CC2)C2CN(C2)C=2C=C1C(N(C(C1=CC2)=O)C2C(NC(CC2)=O)=O)=O)F 1cis-5-(3-(4-(4-amino-3-(4-phenoxyphenyl)-1H-pyrazolo[3,4-d]pyrimidin-1-yl)-3'-fluoro-[1,4'-bipiperidin]-1'-yl)azetidin-1-yl)-2-(2,6-dioxopiperidin-3-yl)isoindoline-1,3-dione